copper propanolate C(CC)[O-].[Cu+2].C(CC)[O-]